(S)-N-(3-Cyano-5-fluorophenyl)-1-(4-cyanopyridin-2-yl)-N-((S)-2-(3,3-difluorocyclobutyl-amino)-2-oxo-1-phenylethyl)-5-oxopyrrolidine-2-carboxamide C(#N)C=1C=C(C=C(C1)F)N(C(=O)[C@H]1N(C(CC1)=O)C1=NC=CC(=C1)C#N)[C@H](C(=O)NC1CC(C1)(F)F)C1=CC=CC=C1